N-(2-(5-oxo-2-((pyrazin-2-ylmethyl)amino)-5,7-dihydro-6H-pyrrolo[3,4-b]pyridin-6-yl)ethyl)butyramide O=C1N(CC2=NC(=CC=C21)NCC2=NC=CN=C2)CCNC(CCC)=O